FC(OC1=CC=C(C=C1)C1=CN=C2N1C=CN=C2NC2=CC(=C(C(=O)N(CCC1CCNCC1)C)C=C2)C)F 4-((3-(4-(difluoromethoxy)phenyl)imidazo[1,2-a]pyrazin-8-yl)amino)-N,2-dimethyl-N-(2-(piperidin-4-yl)ethyl)benzamide